FC1(C(CN(C1)C(=O)C1C(C1)C1=C(C=CC=C1F)C1=C(C=CC=C1F)F)NS(=O)(=O)C)F N-{4,4-difluoro-1-[2-(2',3,6'-trifluoro[1,1'-biphenyl]-2-yl)cyclopropane-1-carbonyl]pyrrolidin-3-yl}methanesulfonamide